5-(4-(tert-butyl)phenyl)-1,3,3,7-tetramethyl-octahydrobenzo[c]isoxazole C(C)(C)(C)C1=CC=C(C=C1)C1CC2C(N(OC2(C)C)C)C(C1)C